3-[1-(5-chloropyridin-2-yl)-3-azabicyclo[3.1.0]hexane-3-carbonyl]-1,5,7-trimethyl-1,5-dihydro-4H-pyrrolo[3,2-c]pyridin-4-one ClC=1C=CC(=NC1)C12CN(CC2C1)C(=O)C1=CN(C2=C1C(N(C=C2C)C)=O)C